C(C)OC(=O)C1CCC=2C=3C(=N[C@H](C4=NN=C(N4C3SC12)C)C)C1=C(C=CC=C1F)F (7S)-9-(2,6-difluorophenyl)-3,7-dimethyl-16-thia-2,4,5,8-tetraazatetracyclo[8.6.0.02,6.011,15]Hexadeca-1(10),3,5,8,11(15)-pentaene-14-carboxylic acid ethyl ester